O=S1(C2=C(C(C1)=O)C=CC=C2C2=CC=C(CNC(=O)NC=1N=C(SC1)C#C)C=C2)=O 1-(4-(1,1-dioxo-3-oxo-2,3-dihydrobenzo[b]thiophen-7-yl)benzyl)-3-(2-ethynyl-thiazol-4-yl)urea